(R,S)-4-((3-Bromophenyl)((6-fluoro-8-methyl-4-oxochroman-7-yl)oxy)methyl)benzamide BrC=1C=C(C=CC1)[C@@H](C1=CC=C(C(=O)N)C=C1)OC1=C(C=C2C(CCOC2=C1C)=O)F